COC=1C=CC=2C3=C(C=NC2N1)N=C(N3CC3=CC=C(C=N3)S(=O)(=O)N)C3CCOCC3 6-((7-methoxy-2-(tetrahydro-2H-pyran-4-yl)-1H-imidazo[4,5-c][1,8]naphthyridin-1-yl)methyl)pyridine-3-sulfonamide